5-(6-chloro-1-[[2-(trimethylsilyl)ethoxy]methyl]pyrrolo[2,3-b]pyridin-3-yl)-6-methoxy-1-[[2-(trimethylsilyl)ethoxy]methyl]-1,3-benzodiazole ClC1=CC=C2C(=N1)N(C=C2C2=CC1=C(N(C=N1)COCC[Si](C)(C)C)C=C2OC)COCC[Si](C)(C)C